N(CC(=O)O)CC(=O)O.N(CC#N)(CC#N)CC#N nitrilotriacetonitrile, iminodiacetic acid salt